ClC1=CC=C(C=C1)CNC(=O)NC1=CC=C(C=C1)CNC(CC=1C=NC=CC1)=O N-{[4-({[(4-chlorophenyl)methyl]amino}carbonylamino)phenyl]methyl}-2-(3-pyridyl)acetamide